7-Chloro-3H-spiro[furo[2,3-c]pyridine-2,4'-piperidine]-1'-carboxylate ClC=1N=CC=C2C1OC1(CCN(CC1)C(=O)[O-])C2